5-(4-ethoxybenzyl)-1H-indazole-3-amine C(C)OC1=CC=C(CC=2C=C3C(=NNC3=CC2)N)C=C1